FC(OC1=CC=CC=2C(N([C@H]3C=4N([C@@H](C21)C3)C3=C(N4)C=CC(=C3)C=3C=NC(=NC3)C(C)(C)O)CC(F)(F)F)=O)F (7R,14R)-1-(difluoromethoxy)-11-[2-(2-hydroxypropan-2-yl)pyrimidin-5-yl]-6-(2,2,2-trifluoroethyl)-6,7-dihydro-7,14-methanobenzimidazo[1,2-b][2,5]benzodiazocin-5(14H)-one